CN1N=C(C=C1NC1=CC=C(C=C1)OC(F)(F)F)C1=CC=C(C=O)C=C1 4-(1-methyl-5-[[4-(trifluoromethoxy)phenyl]amino]pyrazol-3-yl)benzaldehyde